IC1=C(OCC(=O)C=2C=C(C#N)C=CC2)C=CC=C1 3-(2-(2-iodophenoxy)acetyl)benzonitrile